1-(4-{5-[5-Fluoro-6-(2-methoxyethoxy)-1H-indazol-3-yl]-1,2-oxazol-3-yl}benzoyl)-3-methylazetidin-3-amin FC=1C=C2C(=NNC2=CC1OCCOC)C1=CC(=NO1)C1=CC=C(C(=O)N2CC(C2)(N)C)C=C1